ethyl 5-((tert-butoxycarbonyl)amino)-2-(5-fluoro-2-methylimidazo[1,2-a]pyridin-7-yl)thiazole-4-carboxylate C(C)(C)(C)OC(=O)NC1=C(N=C(S1)C1=CC=2N(C(=C1)F)C=C(N2)C)C(=O)OCC